[3-(1,3-benzothiazol-2-ylamino)-4-methyl-6,7-dihydro-5H-pyrido[2,3-c]pyridazin-8-yl]-5-[3-[4-[3-(dimethylamino)prop-1-ynyl]phenoxy]propyl]thiazole-4-carboxylic acid methyl ester COC(=O)C=1N=C(SC1CCCOC1=CC=C(C=C1)C#CCN(C)C)N1CCCC2=C1N=NC(=C2C)NC=2SC1=C(N2)C=CC=C1